BrCCN(CC)CC 2-bromo-N,N-diethylethane-1-amine